3-(acetoxy)thiobenzamide C(C)(=O)OC=1C=C(C(=S)N)C=CC1